COC(C1=C(C(=CC(=C1F)F)Cl)N)=O 2-amino-3-chloro-5,6-difluorobenzoic acid methyl ester